1,3-diallyl-imidazolium tetrafluoroborate F[B-](F)(F)F.C(C=C)N1C=[N+](C=C1)CC=C